OC(C(C(=O)O)=C)C1=NC=CC=C1 2-(hydroxy(pyridyl)methyl)acrylic acid